1,3,5-tris(3-hydroxy-2,6-dimethyl-4-isopropylbenzyl)-1,3,5-triazine OC=1C(=C(CN2CN(CN(C2)CC2=C(C(=C(C=C2C)C(C)C)O)C)CC2=C(C(=C(C=C2C)C(C)C)O)C)C(=CC1C(C)C)C)C